4-(5-(2,6-dimethylphenoxy)-2-(3-fluoro-3-methylbutyl)-2H-indazol-6-yl)-N-ethyl-6-methyl-7-oxo-6,7-dihydro-1H-pyrrolo[2,3-c]pyridine-2-carboxamide CC1=C(OC2=CC3=CN(N=C3C=C2C=2C3=C(C(N(C2)C)=O)NC(=C3)C(=O)NCC)CCC(C)(C)F)C(=CC=C1)C